BrC=1OC(=CC1Br)C(=O)[O-] 2,3-dibromofuran-5-carboxylate